2-[[4-(4-Fluorophenyl)-5-(furan-2-yl)-4H-1,2,4-triazol-3-yl]sulfanyl]-N'-[(4-bromophenyl)methylidene]acetohydrazide FC1=CC=C(C=C1)N1C(=NN=C1C=1OC=CC1)SCC(=O)NN=CC1=CC=C(C=C1)Br